FC1=C(C=CC(=C1)OC1=CC(=NC=C1)N1C[C@@](CC1)(C(F)(F)F)O)NC1=NC=NC2=CC(=C(C=C12)NC1CCN(CC1)C(C=C)=O)OC (S)-1-(4-((4-((2-fluoro-4-((2-(3-hydroxy-3-(trifluoromethyl)pyrrolidin-1-yl)pyridin-4-yl)oxy)phenyl)amino)-7-methoxyquinazolin-6-yl)amino)piperidin-1-yl)prop-2-en-1-one